[Si](C)(C)(C(C)(C)C)OCC1=NC2=C(NC(C=C2N2C[C@H](N(C[C@@H]2C)C(=O)OC(C)(C)C)C)=O)N1C tert-butyl (2R,5S)-4-(2-(((tert-butyldimethylsilyl) oxy) methyl)-3-methyl-5-oxo-4,5-dihydro-3H-imidazo[4,5-b]pyridin-7-yl)-2,5-dimethylpiperazine-1-carboxylate